5-[3,5-bis(1,1-dimethylethyl)phenyl]-4-methyl-pyridin CC(C)(C)C=1C=C(C=C(C1)C(C)(C)C)C=1C(=CC=NC1)C